1-(4-(1-(2-ethyl-6-methylphenyl)azetidin-3-yl)-2,6-dimethylbenzyl)-piperidine-4-carboxylic acid C(C)C1=C(C(=CC=C1)C)N1CC(C1)C1=CC(=C(CN2CCC(CC2)C(=O)O)C(=C1)C)C